4-{5-[5-bromo-1-(4-methylbenzenesulfonyl)-1H-pyrazolo[3,4-c]pyridin-3-yl]-2-(4-methylpiperazin-1-yl)phenoxy}butan-1-ol BrC=1C=C2C(=CN1)N(N=C2C=2C=CC(=C(OCCCCO)C2)N2CCN(CC2)C)S(=O)(=O)C2=CC=C(C=C2)C